NC=1C(=NC=C(N1)N1CCC(CC1)(C)N)C=1C(=C(C=CC1)N1CCN(CC1)CC1=C(C=CC=C1)NC1C(NC(CC1)=O)=O)Cl 3-((2-((4-(3-(3-amino-5-(4-amino-4-methylpiperidin-1-yl)pyrazin-2-yl)-2-chlorophenyl)piperazin-1-yl)methyl)phenyl)amino)piperidine-2,6-dione